CC1=C(C=C(C(=O)OC)C=C1)C#CC=1N(C(=NC1)C(NC)=O)C Methyl 4-methyl-3-[2-[3-methyl-2-(methylcarbamoyl)imidazol-4-yl]ethynyl]benzoate